The molecule is a member of the class of cinnamamides that is an enamide obtained by the formal condensation of ferulic acid with 4'-O-methyldopamine. It has been isolated from Pisonia aculeata. It has a role as a plant metabolite. It is a member of cinnamamides, a member of guaiacols and a secondary carboxamide. It derives from a ferulic acid. COC1=C(C=C(C=C1)CCNC(=O)/C=C/C2=CC(=C(C=C2)O)OC)O